1-methyl-4-(piperidin-4-ylmethyl)piperazine hydrochloride Cl.CN1CCN(CC1)CC1CCNCC1